tert-butyl (4-(benzyloxy)-6-fluoronaphthalen-2-yl)carbamate C(C1=CC=CC=C1)OC1=CC(=CC2=CC=C(C=C12)F)NC(OC(C)(C)C)=O